C1(=CC=C2C=CC=CC=C12)S(=O)(=O)OS(=O)(=O)C1=CC=C2C=CC=CC=C12 azulenesulphonic anhydride